CC(CC(=O)O)=CCC(CC)C 3,6-dimethyl-3-octenoic acid